ClC=1C(=NC(=NC1)F)NC=1C=C2C=C(C(N(C2=CC1)C(C)C)=O)OCC(=O)NC 2-[[6-[(5-chloro-2-fluoro-pyrimidin-4-yl)amino]-1-isopropyl-2-oxo-3-quinolyl]oxy]-N-methyl-acetamide